COC(=O)C1C(N(N=C(C1)C(C)C)C1=NC=C(C=C1)C(F)(F)F)=O 6-isopropyl-3-oxo-2-[5-(trifluoromethyl)-2-pyridinyl]-2,3,4,5-tetrahydropyridazine-4-carboxylic acid methyl ester